FC=1C(=NC=NC1)NC(CN1N=C(C2=C(C1=O)C=CC(=N2)C(F)(F)F)C(C)C)=O N-(5-fluoropyrimidin-4-yl)-2-[5-oxo-8-prop-2-yl-2-(trifluoromethyl)pyrido[2,3-d]pyridazin-6-yl]acetamide